4-((10-((R)-3-(4-amino-3-(4-phenoxyphenyl)-1H-pyrazolo[3,4-d]pyrimidin-1-yl)piperidine-1-yl)decyl)thio)-2-(2,6-dioxopiperidin-3-yl)isoindoline-1,3-dione NC1=C2C(=NC=N1)N(N=C2C2=CC=C(C=C2)OC2=CC=CC=C2)[C@H]2CN(CCC2)CCCCCCCCCCSC2=C1C(N(C(C1=CC=C2)=O)C2C(NC(CC2)=O)=O)=O